4-(cyclohexylamino)-2-((1r,4r)-4-hydroxycyclohexylamino)pyrimidine-5-carboxamide C1(CCCCC1)NC1=NC(=NC=C1C(=O)N)NC1CCC(CC1)O